C(C)OC1=CC2=C(NC(=N2)C2=C(C=3C(NC2=O)=CN(N3)CC)N[C@@H](C)C3=NC=CC=N3)C=C1OCC (S)-6-(5,6-diethoxy-1H-benzo[d]imidazol-2-yl)-2-ethyl-7-((1-(pyrimidin-2-yl)ethyl)-amino)-2H-pyrazolo[4,3-b]pyridin-5(4H)-one